CN(C)CC1=C(C=CC=C1)C=1C=C(SC1)[C@@H](C)NC1=NC(=NC2=CC(=C(C=C12)C1CCC(CC1)C(=O)OC)OC)C methyl (1R,4R)-4-(4-(((R)-1-(4-(2-((dimethylamino)methyl)phenyl)thiophen-2-yl)ethyl)amino)-7-methoxy-2-methylquinazolin-6-yl)cyclohexane-1-carboxylate